ClC1=CC(=CC=2C=C(OC21)C2=CC(=CC=C2)Cl)CN[C@H](C(=O)N)C (S)-2-(((7-chloro-2-(3-chlorophenyl)benzofuran-5-yl)methyl)amino)propionamide